5,6,6-Trimethyl-5-(3-oxobut-1-enyl)-1-oxaspiro[2.5]octan-4-One CC1(C(C2(CO2)CCC1(C)C)=O)C=CC(C)=O